2-hexyloctyl 3-ethyl-6-(2-((3-heptyldecanoyl)oxy)ethyl)-12-hexyl-10-oxo-9,11-dioxa-3,6-diazahexadecane-16-oate C(C)N(CC)CCN(CCOC(OC(CCCC(=O)OCC(CCCCCC)CCCCCC)CCCCCC)=O)CCOC(CC(CCCCCCC)CCCCCCC)=O